Cl[Zr](CCCCC)(CCCCC)CCCCC chlorotripentyl-zirconium (iv)